N1(N=NC2=C1C=CC=C2)OC(N(C)C)=[N+](C)C [benzotriazol-1-yloxy(dimethylamino)methylidene]-dimethylazanium